[Si](C)(C)(C(C)(C)C)OCC=1C=C(C=C(C1)CO[Si](C)(C)C(C)(C)C)NC(C)=O 3,5-bis-(tert-butyldimethylsilyloxymethyl)-1-acetamidobenzene